1,1-dimethylethyl 3-[(2-methyl-1-oxo-2-propen-1-yl)oxy]-1-pyrrolidinecarboxylate CC(C(=O)OC1CN(CC1)C(=O)OC(C)(C)C)=C